ClC=1C=C(C=CC1)C(CN(C)C1CC1)O 1-(3-chlorophenyl)-2-(cyclopropyl-(methyl)amino)ethan-1-ol